NC=1C=C2OC=3C=CC=CC3C(C2=CC1)C1=C(C=CC=C1)C(=O)OC 6-amino-9-(2-methoxycarbonylphenyl)xanthen